(9Z,12Z)-octadeca-9,12-dien-1-ol C(CCCCCCC\C=C/C\C=C/CCCCC)O